FC1=CC(=C(C=C1)C=1C2=C(C(=NC1OC)C=1C=C3CCN(CC3=CC1)C(=O)OC(C)(C)C)C=CS2)OCCOC tert-butyl 6-[7-[4-fluoro-2-(2-methoxyethoxy) phenyl]-6-methoxy-thieno[3,2-c]pyridin-4-yl]-3,4-dihydro-1H-isoquinoline-2-carboxylate